ClC=1C(=C2C=NN(C2=CC1C)C1OCCCC1)C=1C(=NN(C1C)C1CC2(CN(C2)C(=O)OCCCC)C1)C1=CC=C(C=C1)OCCO butyl 6-(4-(5-chloro-6-methyl-1-(tetrahydro-2H-pyran-2-yl)-1H-indazol-4-yl)-3-(4-(2-hydroxyethoxy)phenyl)-5-methyl-1H-pyrazol-1-yl)-2-azaspiro[3.3]heptane-2-carboxylate